NC1=NNC=2C1=NC(=CC2)C2=C(C=C(C=C2)S(=O)(=O)NC2CC(CCC2)O)Cl 4-(3-amino-1H-pyrazolo[4,3-b]pyridin-5-yl)-3-chloro-N-(3-hydroxycyclohexyl)benzenesulfonamide